(E)-3,4-dimethoxybenzeneacrylic acid COC=1C=C(C=CC1OC)/C=C/C(=O)O